C1(=CC=CC=C1)C1=NNC=2N=CC=C(C21)C(=O)O PHENYL-PYRAZOLO[3,4-B]PYRIDINE-4-CARBOXYLIC ACID